C(CCCCCCCCCCCCC(=O)O)(=O)O.C(CCCCCCCCCCCCC(=O)OC)(=O)OC dimethyl tetradecanedioate (tetradecanedioate)